OC[C@H]([C@@H](CO)O)N1CCN(CCN(CCN(CC1)CC(=O)[O-])CC(=O)[O-])CC(=O)[O-].[Gd+3] gadolinium(III) 2,2',2''-(10-((2R,3S)-1,3,4-trihydroxybutan-2-yl)-1,4,7,10-tetraazacyclododecane-1,4,7-triyl)triacetate